(±)-Trans-3-butyl-8-ethoxy-3-ethyl-2,3,4,5-tetrahydro-5-phenyl-1,4-benzothiazepine 1,1-dioxide C(CCC)[C@]1(CS(C2=C([C@@H](N1)C1=CC=CC=C1)C=CC(=C2)OCC)(=O)=O)CC |r|